CC(CO)C(C(C)C)C 2,3,4-trimethyl-1-pentanol